4-(3-(benzo[b]thiophen-3-yl)piperazin-1-yl)-6-isopropylpyrimidin-2-amine S1C2=C(C(=C1)C1CN(CCN1)C1=NC(=NC(=C1)C(C)C)N)C=CC=C2